C(C)(C)C1=C(NC2=CN=C(C(=C21)C)N2CCN(CC2)CCOC)C=2C=C(C=1N(C2)N=CN1)OC 6-(3-isopropyl-5-(4-(2-methoxyethyl)piperazin-1-yl)-4-methyl-1H-pyrrolo[2,3-c]pyridin-2-yl)-8-methoxy-[1,2,4]triazolo[1,5-a]pyridine